1-(4-{5-[(R)-(1,3-dimethyl-azetidin-3-yl)-hydroxy-(4-isopropyl-phenyl)-methyl]-pyridazin-3-ylethynyl}-piperidin-1-yl)-ethanone CN1CC(C1)(C)[C@@](C=1C=C(N=NC1)C#CC1CCN(CC1)C(C)=O)(C1=CC=C(C=C1)C(C)C)O